(S)-2-chloro-5-(5,5-difluoro-4-hydroxy-3-(methylsulfonyl)-4,5,6,7-tetrahydro-1H-indol-1-yl)benzonitrile ClC1=C(C#N)C=C(C=C1)N1C=C(C=2[C@@H](C(CCC12)(F)F)O)S(=O)(=O)C